(2s,6r)-2,6-dimethyl-4-[6-[5-(1-methylcyclopropoxy)-2-(2-trimethylsilylethoxymethyl)indazol-3-yl]pyrimidin-4-yl]piperazine-1-carboxylic acid tert-butyl ester C(C)(C)(C)OC(=O)N1[C@H](CN(C[C@H]1C)C1=NC=NC(=C1)C=1N(N=C2C=CC(=CC12)OC1(CC1)C)COCC[Si](C)(C)C)C